diethyl-tetramethylene-diamine C(C)NCCCCNCC